ClC=1C=NN(C1)C(C)C1=NN2C=NC3=C(C2=N1)SC1=C3C(=CC(=N1)C(F)(F)F)C=1C=NN(C1C)C 2-[1-(4-chloro-1H-pyrazol-1-yl)ethyl]-7-(1,5-dimethyl-1H-pyrazol-4-yl)-9-(trifluoromethyl)pyrido[3',2':4,5]thieno[2,3-e][1,2,4]triazolo[1,5-c]pyrimidine